BrC1=CC=CC=2C3=CC=CC=C3N(C12)C=1SC=CC1 1-bromo-9-(thiophen-2-yl)-9H-carbazole